OCCOC(C1=CC=C(C(=O)[O-])C=C1)=O mono-(2-hydroxyethyl)terephthalate